C[C@H]1N(C[C@H](N(C[C@H](N(C[C@H](N(C1)CC(=O)O)C)CC(=O)O)C)CC(=O)O)C)CC(=O)O 2,2',2'',2'''-((2R,5R,8R,11R)-2,5,8,11-tetramethyl-1,4,7,10-tetraazacyclododecane-1,4,7,10-tetrayl)tetraacetic acid